C(C)OC=1C=C(C=2N(C1)N=C1C2C=NN1)C=1C=CC(=NC1)N1CCC(CC1)S(=O)(=O)NC(C)C 1-(5-(6-ethoxy-1H-pyrazolo[3',4':3,4]pyrazolo[1,5-a]pyridin-4-yl)pyridin-2-yl)-N-isopropylpiperidine-4-sulfonamide